tert-butyl 3-{2-[(tert-butoxycarbonyl)amino]-2-(2-methylphenyl)ethoxy}propanoate C(C)(C)(C)OC(=O)NC(COCCC(=O)OC(C)(C)C)C1=C(C=CC=C1)C